5-(3-fluoro-5-methylphenyl)pyridin-2-amine dihydrochloride Cl.Cl.FC=1C=C(C=C(C1)C)C=1C=CC(=NC1)N